4-fluoro-8-(4-methoxyphenyl)-1-methyl-2-(trifluoromethyl)chromeno[7,8-d]imidazol-6(1H)-one FC1=CC=2C(C=C(OC2C2=C1N=C(N2C)C(F)(F)F)C2=CC=C(C=C2)OC)=O